(4-(ethoxycarbonyl)-3-fluorophenyl)boronic acid C(C)OC(=O)C1=C(C=C(C=C1)B(O)O)F